3-benzyl-2,4-dioxo-1,3-diazabicyclo[3.3.1]nonane 1,3-dioxide C(C1=CC=CC=C1)[N+]1(C([N+]2(CCCC(C1=O)C2)[O-])=O)[O-]